CC1=C(C(=CC(=C1N)SC)SC)N 1-methyl-3,5-bis(methylthio)-2,6-phenylenediamine